O1C(=CC=C1)C1=NC(=C2N=C(N(C2=N1)[C@@H]1OC[C@H]([C@H]1O)O)C#CC)NCC1=CC(=CC=C1)I (2R,3R,4R)-2-(2-(Furan-2-yl)-6-((3-iodobenzyl)amino)-8-(prop-1-yn-1-yl)-9H-purin-9-yl)tetrahydrofuran-3,4-diol